ClC=1C=C(NC2(CCC3(C(CC4=CC=CC=C34)C[C@H](COC3=CC=NC=4[C@H](CCCC34)O)C)CC2)C(=O)O)C=CC1 4-(3-Chloroanilino)-2'-[(2R)-3-{[(8S)-8-hydroxy-5,6,7,8-tetrahydroquinolin-4-yl]oxy}-2-methylpropyl]-2',3'-dihydrospiro[cyclohexane-1,1'-indene]-4-carboxylic acid